Methyl 3-(2-(benzyloxy)ethoxy)acrylate C(C1=CC=CC=C1)OCCOC=CC(=O)OC